ethyl acetate ethyl-decanoate C(C)OC(CCCCCCCCC)=O.C(C)(=O)OCC